ClC1=CC=C(C=C1)NC=1C=C(C=NC1)C1=CC(=C(C(=O)O)C=C1)O 4-(5-((4-chlorophenyl)amino)pyridin-3-yl)-2-hydroxybenzoic acid